diethyl-aluminum C(C)[Al]CC